BrC=1N=C(SC1)C1=CN(C2=NC=C(C=C21)S(=O)(=O)C)S(=O)(=O)C2=CC=C(C)C=C2 4-Bromo-2-(5-(methylsulfonyl)-1-tosyl-1H-pyrrolo[2,3-b]pyridin-3-yl)thiazole